C(CCCCCCCCC)N(C(CCCCC(CCCCCCCCCC(=O)N(CCCCCCCCCC)CCCCCCCCCC)=O)=O)CCCCCCCCCC N1,N1,N16,N16-tetrakis(decyl)-6-oxohexadecanediamide